C1(=CC=CC=C1)C1=NC(=NC(=N1)C1=CC=CC=C1)B(O)O 4,6-diphenyl-1,3,5-triazine-2-boronic acid